N-(2-(indole-1-yl)phenyl)benzenesulfonamide N1(C=CC2=CC=CC=C12)C1=C(C=CC=C1)NS(=O)(=O)C1=CC=CC=C1